7-acetyl-3-ethyl-8-fluoroquinoxalin-2(1H)-one C(C)(=O)C1=CC=C2N=C(C(NC2=C1F)=O)CC